(R)-N-(1-(1-cyclopropylazetidin-3-yl)ethyl)-5-(4-(trifluoromethyl)phenoxy)-2-naphthamide C1(CC1)N1CC(C1)[C@@H](C)NC(=O)C1=CC2=CC=CC(=C2C=C1)OC1=CC=C(C=C1)C(F)(F)F